1,2-dimethyl-6-(4,4,5,5-tetramethyl-1,3,2-dioxaborolan-2-yl)-1H-benzo[d]Imidazole CN1C(=NC2=C1C=C(C=C2)B2OC(C(O2)(C)C)(C)C)C